triazol dimercaptoamine salt SNS.N1N=NC=C1